OC(CCO)C1(C(=O)NC)C(C(C(=O)NC(CCO)O)=C(C(=C1I)NC(COC)=O)I)I 1,N3-bis(1,3-dihydroxypropyl)-5-((2-methoxy)acetamido)-N1-methyl-2,4,6-triiodoisophthalamide